ClC1=C(C=C(C=C1)N1CC2=CC=NC=C2CC1)C(F)(F)F N-(4-Chloro-3-(trifluoromethyl)phenyl)-3,4-dihydro-2,6-naphthyridine